CNC1=NC=2CN(CCC2C=C1)C(=O)OC(C)(C)C tert-butyl 2-(methylamino)-5,8-dihydro-1,7-naphthyridine-7(6H)-carboxylate